C(C)(C)(C)OC(=O)N1CCC(=CC1)C1=C(C=CC(=C1)N)F tert-butyl-4-(5-amino-2-fluorophenyl)-3,6-dihydropyridine-1(2H)-carboxylate